1-(9-Bromo-8-chloro-4-(2,2-difluoroethyl)-10-fluoro-2-(((2R,7aS)-2-fluorotetrahydro-1H-pyrrolizin-7a(5H)-yl)methoxy)-5,6-dihydro-4H-[1,4]oxazepino[5,6,7-de]quinazolin-5-yl)ethan-1-one BrC=1C(=C2C=3C(=NC(=NC3C1F)OC[C@]13CCCN3C[C@@H](C1)F)N(C(CO2)C(C)=O)CC(F)F)Cl